C(C1(C(C(C(C=C1)([2H])[2H])([2H])[2H])([2H])[2H])[2H])([2H])([2H])[2H] toluene-d10